F[C@]1([C@@H](C1)C(=O)OC)COC1=CC(=CC(=C1)[N+](=O)[O-])OC trans-methyl 2-fluoro-2-((3-methoxy-5-nitrophenoxy)methyl)cyclopropanecarboxylate